C1N(CCC2=CC=CC=C12)C1C(CN(CC1)C(=O)C1=CC(=NC=N1)N(C1CCN(CC1)C(C)=O)C)O 4-((6-(4-(3,4-dihydroisoquinolin-2(1H)-yl)-3-hydroxypiperidine-1-carbonyl)pyrimidin-4-yl)(methyl)amino)piperidin-1-yl-ethanone